F[Cu](F)F trifluorocopper